2-(succinimidooxycarbonyloxy)ethylsulfone C1(CCC(OC(=O)OCCS(=O)(=O)O1)=N)=N